hexa(piperidinyl)cyclotriphosphazene N1(CCCCC1)P1(=NP(=NP(=N1)(N1CCCCC1)N1CCCCC1)(N1CCCCC1)N1CCCCC1)N1CCCCC1